C(C)(C)(C)C1=NN2C(NC=3C(=C2)CN(C3)C(C)C)=C1 2-tert-butyl-6-(propan-2-yl)-6,7-dihydro-4H-pyrazolo[1,5-a]pyrrolo[3,4-d]pyrimidine